OC[C@H](C(C)(C)C)NC(=O)C=1C=2C[C@@H]3[C@H](C2N(N1)C1=NC=C(C=C1)C#N)C3 (1aR,5aR)-2-(5-Cyano-pyridin-2-yl)-1a,2,5,5a-tetrahydro-1H-2,3-diaza-cyclopropa[a]pentalene-4-carboxylic acid ((S)-1-hydroxymethyl-2,2-dimethyl-propyl)-amide